3-(benzylamino)-4H-benzo[e][1,2]oxazin-4-one C(C1=CC=CC=C1)NC1=NOC2=C(C1=O)C=CC=C2